2-(ethoxycarbonyl)-3-(N-methylacetamido)pyridine-1-oxide C(C)OC(=O)C1=[N+](C=CC=C1N(C(C)=O)C)[O-]